5-(6-chloro-1-[[2-(trimethylsilyl)ethoxy]methyl]pyrrolo[2,3-b]pyridin-3-yl)-4-methoxy-1-[[2-(trimethylsilyl)ethoxy]methyl]indazole ClC1=CC=C2C(=N1)N(C=C2C=2C(=C1C=NN(C1=CC2)COCC[Si](C)(C)C)OC)COCC[Si](C)(C)C